(S)-3-amino-3-(5-bromo-2-fluoro-3-methylphenyl)propanoic acid ethyl ester C(C)OC(C[C@@H](C1=C(C(=CC(=C1)Br)C)F)N)=O